(S)-2-((4-(6-((4-chloro-2-fluorobenzyl)oxy)pyridin-2-yl)piperidin-1-yl)methyl)-1-(oxetan-2-ylmethyl)-1H-benzo[d]imidazole-5-carboxylic acid ClC1=CC(=C(COC2=CC=CC(=N2)C2CCN(CC2)CC2=NC3=C(N2C[C@H]2OCC2)C=CC(=C3)C(=O)O)C=C1)F